ClCCCC(O)C1=CC=C(C=C1)C(C)(C)C 4-chloro-1-(4-tert-butylphenyl)-1-butanol